C(C1=CC=CC=C1)N(C(C(=O)OC)CO)CC#C methyl 2-(benzyl(prop-2-yn-1-yl)amino)-3-hydroxypropanoate